6-(4,5,6,7,8,9-hexahydro-1H-cycloocta[d][1,2,3]triazol-1-yl)pyridin-2-amine N1(N=NC2=C1CCCCCC2)C2=CC=CC(=N2)N